Ethyl 1-{1-[4-chloro-4'-(4-{[2-cis-(trifluoromethyl)cyclopropyl]methyl}piperazin-1-yl) [1,1'-biphenyl]-2-yl]piperidin-3-yl}-5-(trifluoromethyl)-1H-pyrazole-4-carboxylate ClC1=CC(=C(C=C1)C1=CC=C(C=C1)N1CCN(CC1)CC1(CC1)C(F)(F)F)N1CC(CCC1)N1N=CC(=C1C(F)(F)F)C(=O)OCC